C(C)(C)(C)OC(=O)N1C[C@@H](OC[C@H]1C1=CC=C(C=C1)N1C(=CC2=C1N=CN=C2Cl)Cl)C.ClC(S(=O)(=O)C2=C(C=CC=C2)N2C(C=1C(C2=O)=CC=CC1)=O)(Cl)Cl N-(trichloromethanesulphonylphenyl)phthalimide tert-butyl-(2S,5R)-5-(4-(4,6-dichloro-7H-pyrrolo[2,3-d]pyrimidin-7-yl)phenyl)-2-methylmorpholine-4-carboxylate